N-methylsulfonyl-2-[5-oxo-3-phenyl-1-(pyridin-3-ylmethyl)pyrrolidin-2-yl]acetamid CS(=O)(=O)NC(CC1N(C(CC1C1=CC=CC=C1)=O)CC=1C=NC=CC1)=O